O=C1C2=C(NC(C3N1CCN(C3)C(COC3=CC=CC=C3)=O)=O)C=CC(=C2)C=2C=C(C#N)C=CC2 3-(6,12-Dioxo-2-(2-phenoxyacetyl)-1,2,3,4,6,11,12,12a-octahydrobenzo[e]pyrazino[1,2-a][1,4]diazepin-8-yl)benzonitrile